3-[3'-adamantan-1-yl-4'-(hydroxy-butoxy)-biphenyl-4-yl]-acrylic acid C12(CC3CC(CC(C1)C3)C2)C=2C=C(C=CC2OCCCCO)C2=CC=C(C=C2)C=CC(=O)O